1-((6-cyclopropylimidazo[1,2-a]pyridin-2-yl)methyl)-2,3-dihydro-1H-pyrido[3,4-b][1,4]oxazin-7-amine C1(CC1)C=1C=CC=2N(C1)C=C(N2)CN2C1=C(OCC2)C=NC(=C1)N